(6-(trifluoromethyl)pyrazin-2-yl)carbamate FC(C1=CN=CC(=N1)NC([O-])=O)(F)F